C1(=CC=C(C=C1)C1=C2C=CC=CC2=C(C2=CC=CC=C12)C=1C2=CC=CC=C2C(=C2C=CC=CC12)C1=CC=C(C=C1)C1=CC=CC=C1)C1=CC=CC=C1 bis(biphenyl-4-yl)-9,9'-Bianthracene